[K].C(CCCCCCC)O n-octanol potassium salt